NCCOCC1=CC=2C(=NC(N(C2)[C@H]2O[C@@H]([C@H]([C@H]2O)O)CO)=O)N1 6-((2-aminoethoxy)methyl)-3-((2S,3R,4S,5R)-3,4-dihydroxy-5-(hydroxymethyl)tetrahydrofuran-2-yl)-3,7-dihydro-2H-pyrrolo[2,3-d]pyrimidin-2-one